C(C)(C)(C)OC(=O)C=1C=CC=C(C[C@H](N)C(=O)C2=NC3=C(CNC4=C3N=CCC4)N2)C1 (6S)-5-tert-Butoxycarbonylphenylalanyl-4,5,6,7-tetrahydro-3H-imidazo[4,5-c]pyridopyridine